C12C(C(C(C=C1)C2)C(=O)O)C(=O)O bicyclo[2.2.1]-5-heptene-2,3-dicarboxylic acid